3-methyl-N-[7-methyl-[1,2,4]triazolo[1,5-a]pyridin-6-yl]-1-(oxan-4-yl)-1H-pyrazolo[3,4-d]pyrimidin-6-amine CC1=NN(C2=NC(=NC=C21)NC=2C(=CC=1N(C2)N=CN1)C)C1CCOCC1